4-((1-(4-(6-(trifluoromethyl)pyridazin-3-yl)piperazine-1-carbonyl)cyclopentyl)oxy)nitrobenzene FC(C1=CC=C(N=N1)N1CCN(CC1)C(=O)C1(CCCC1)OC1=CC=C(C=C1)[N+](=O)[O-])(F)F